C1=C2C=3C(=CNC2=CC=C1)N=NN=NC=CC=CC=CC=CC=CC3 tetraazacycloheptadecino[17,16-c]quinoline